1-(6-(4-((4-(3-((4-((5-chloropyrimidin-2-yl)amino)piperidin-1-yl)sulfonyl)phenyl)-piperazin-1-yl)methyl)cyclohexyl)-1-methyl-1H-indazol-3-yl)dihydropyrimidine-2,4(1H,3H)-dione ClC=1C=NC(=NC1)NC1CCN(CC1)S(=O)(=O)C=1C=C(C=CC1)N1CCN(CC1)CC1CCC(CC1)C1=CC=C2C(=NN(C2=C1)C)N1C(NC(CC1)=O)=O